1-methylethyl 2,6-bis[4-(1λ5-diazynylidene)-3-oxobutyl]-9-methyl-7-oxo-4-phenoxy-8-oxa-3,5-diaza-4-phosphadecan-1-oate 4-oxide N(#N)=CC(CCC(C(=O)OC(C)C)NP(NC(C(OC(C)C)=O)CCC(C=N#N)=O)(OC1=CC=CC=C1)=O)=O